2-phenylphthalazin-1(2H)-one hydrochloride Cl.C1(=CC=CC=C1)N1C(C2=CC=CC=C2C=N1)=O